3-(2-fluoro-4-((4-(1-(4-(7-hydroxy-3-phenylchroman-4-yl)phenyl)piperidin-4-yl)piperazin-1-yl)methyl)phenyl)piperidine-2,6-dione FC1=C(C=CC(=C1)CN1CCN(CC1)C1CCN(CC1)C1=CC=C(C=C1)C1C(COC2=CC(=CC=C12)O)C1=CC=CC=C1)C1C(NC(CC1)=O)=O